4-((8-(2-(5-((4-([1,1'-biphenyl]-3-yl)-5-chloropyrimidin-2-yl)amino)pyridin-3-yl)-1-oxo-2,8-diazaspiro[4.5]decan-8-yl)-8-oxooctyl)oxy)-2-(2,6-dioxopiperidin-3-yl)isoindoline-1,3-dione C1(=CC(=CC=C1)C1=NC(=NC=C1Cl)NC=1C=C(C=NC1)N1C(C2(CC1)CCN(CC2)C(CCCCCCCOC2=C1C(N(C(C1=CC=C2)=O)C2C(NC(CC2)=O)=O)=O)=O)=O)C2=CC=CC=C2